OCC1C(CCCC1)NC(C1=CC(=NC=C1)N1C=NC=C1)=O N-(2-(hydroxymethyl)cyclohexyl)-2-(1H-imidazol-1-yl)isonicotinamide